FC(CN1N=CC(=C1)S(=O)(=O)N1N=C2C(=C1)CN(C2)C([C@H]([C@H](C)O)C2=CC=CC=C2)=O)F (2S,3S)-1-(2-{[1-(2,2-difluoroethyl)-1H-pyrazol-4-yl]sulfonyl}-2H,4H,5H,6H-pyrrolo[3,4-c]pyrazol-5-yl)-3-hydroxy-2-phenylbutan-1-one